Cl.C(C(C)C)C1CN(CCN1)C=1C(=NC=2CCNCC2C1)C(=O)O (3-isobutylpiperazin-1-yl)-5,6,7,8-tetrahydro-1,6-naphthyridine-2-carboxylic acid hydrochloride